NC1=NC=2C3=C(C(CC2C=N1)(C)C)C(=NN3)C(=O)NC=3SC=C(N3)CC(=O)N3CCC(CC3)O 8-amino-N-{4-[2-(4-hydroxypiperidin-1-yl)-2-oxoethyl]-1,3-thiazol-2-yl}-4,4-dimethyl-4,5-dihydro-1H-pyrazolo[4,3-H]quinazoline-3-carboxamide